BrC=1C=CC=C2C(NN(C12)C=1C=CC(=NC1)N1CC2C(C2C1)C(=O)OC)=C1C2=CN(NC2=CC=C1)C methyl 3-(5-{7-bromo-2'-methyl-1H,2H-[3,4'-biindazol]-1-yl}pyridin-2-yl)-3-azabicyclo-[3.1.0]hexane-6-carboxylate